C(#N)C1(CCC2=C1C=NC=C2)NC(=O)[C@@H]2[C@H]1C([C@H]1CN2C([C@H](C(C)(C)C)NC(C(F)(F)F)=O)=O)(C)C (1R,2S,5S)-N-(7-cyano-5,6-dihydrocyclopenta[c]pyridin-7-yl)-3-[(2S)-3,3-dimethyl-2-[(2,2,2-trifluoroacetyl)amino]butanoyl]-6,6-dimethyl-3-azabicyclo[3.1.0]hexane-2-carboxamide